1-((2S*,4R*)-7-fluoro-2-methyl-4-((4-nitrophenyl)amino)-3,4-dihydroquinolin-1(2H)-yl)propan-1-one FC1=CC=C2[C@@H](C[C@@H](N(C2=C1)C(CC)=O)C)NC1=CC=C(C=C1)[N+](=O)[O-] |o1:5,7|